2,5-dioxo-pyrrol-1-ylmethyl carbamate C(N)(OCN1C(C=CC1=O)=O)=O